COC1=C(C(=CC=C1)OC)N1C(=NN=C1C=1OC(=CC1)C)SC(C(=O)OC)C1=CC=CC2=CC=CC=C12 Methyl {[4-(2,6-dimethoxyphenyl)-5-(5-methylfuran-2-yl)-4H-1,2,4-triazol-3-yl]sulfanyl}(naphthalen-1-yl)acetate